NC1=C(C(=NN1C(C)C)C1=CC=C(C=C1)CC(NC1=CC(=NO1)C1C(CC1)(C)C)=O)C(=O)N 5-Amino-1-isopropyl-3-[4-[2-oxo-2-[[3-[2,2-dimethylcyclobutyl]isoxazol-5-yl]amino]ethyl]phenyl]pyrazole-4-carboxamide